C1(CCCCCC1)=C(C1=CC=C(C=C1)O)C1=CC=C(C=C1)O 4,4'-(Cycloheptylidenemethylene)diphenol